ClC=1N=NC(=C2C1SC=C2)C2=C(C=C(C=C2)C)OC 7-chloro-4-(2-methoxy-4-methylphenyl)thieno[2,3-d]pyridazine